COC(=O)C1=NN(C(=C1)CCl)C.C(C)N(C(C1=CN=C(C=C1)C(F)(F)F)=O)C1=C(C=NC=C1)OC N-ethyl-N-(3-methoxypyridin-4-yl)-6-(trifluoromethyl)nicotinamide methyl-5-(chloromethyl)-1-methyl-1H-pyrazole-3-carboxylate